6-isopropyl-10-(methoxycarbamoyl)-9-(3-methoxypropoxy)-2-oxo-6,7-dihydro-2H-pyrido[2,1-a]isoquinoline-3-carboxylic acid C(C)(C)C1N2C(C3=CC(=C(C=C3C1)OCCCOC)C(NOC)=O)=CC(C(=C2)C(=O)O)=O